ClC1=CC(=NC2=CC=C(C=C12)[N+](=O)[O-])OCCOC 4-chloro-2-(2-methoxyethoxy)-6-nitroquinoline